siladodecan [SiH3]CCCCCCCCCCC